5-bromo-3-iodo-7-methoxy-1-tetrahydropyran-2-yl-pyrazolo[3,4-c]pyridine BrC=1C=C2C(=C(N1)OC)N(N=C2I)C2OCCCC2